[C@H]12CC(C[C@H](CC1)N2)OC2=CC=C(N=N2)C=2C=CC(=C1C=NNC21)C2=NN(N=C2)C 7-{6-[(1R,3S,5S)-8-azabicyclo[3.2.1]octan-3-yloxy]pyridazin-3-yl}-4-(2-methyl-1,2,3-triazol-4-yl)-1H-indazole